2-((5-(p-tolyl)-4H-1,2,4-triazol-3-yl)thio)cyclohexan-1-one C1(=CC=C(C=C1)C=1NC(=NN1)SC1C(CCCC1)=O)C